C(C(C)(C)C)(=O)[O-].C[NH3+] Methylammonium pivalate